cis-tert-Butyl 2-(2-(hydroxymethyl)cyclopropyl)acetate OC[C@@H]1[C@@H](C1)CC(=O)OC(C)(C)C